NC=1C=2N(C=CN1)C(=NC2C2=CC=C(C(=O)NC=1N=NC=CC1)C=C2)[C@H]2N(CCCC2)C(C#CC)=O (S)-4-(8-Amino-3-(1-but-2-ynoylpiperidin-2-yl)imidazo[1,5-a]pyrazin-1-yl)-N-(pyridazin-3-yl)benzamide